2-Cyclopentadecene C1C=CCCCCCCCCCCCC1